FC1=C(C=CC2=CN(N=C12)[C@@H](C(=O)NC1=NC=CC=C1)C1=CC=CC=C1)C=1C=NC(=CC1)N1CCNCC1 |r| (2RS)-2-[7-fluoro-6-(6-piperazin-1-yl-3-pyridinyl)indazol-2-yl]-2-phenyl-N-(2-pyridinyl)acetamide